C(CCCCCCCCCCC)(=O)[O-].C(CCCCCCCCCCC)(=O)[O-].C(C(C)C)[Sn+2]CC(C)C diisobutyl-tin dilaurate